3-[[2-(1,1-dioxo-1,4-thiazinan-4-yl)-3-fluoro-4-pyridyl]methyl]-7-[(3-fluoro-2-pyridyl)oxy]-4-methyl-chromen-2-one O=S1(CCN(CC1)C1=NC=CC(=C1F)CC=1C(OC2=CC(=CC=C2C1C)OC1=NC=CC=C1F)=O)=O